tert-butyl (2S)-2-[2-[1-(2,6-dioxo-3-piperidyl)-3-methyl-2-oxo-benzimidazol-4-yl] ethoxymethyl]morpholine-4-carboxylate O=C1NC(CCC1N1C(N(C2=C1C=CC=C2CCOC[C@@H]2CN(CCO2)C(=O)OC(C)(C)C)C)=O)=O